(2S)-2-amino-3,3-dicyclohexyl-N-[5-[5-ethyl-3-methyl-1-(2-trimethylsilylethoxymethyl)pyrazol-4-yl]-6-fluoro-2-pyridinyl]acrylamide hydrochloride Cl.NC(C(=O)NC1=NC(=C(C=C1)C=1C(=NN(C1CC)COCC[Si](C)(C)C)C)F)=C(C1CCCCC1)C1CCCCC1